[N+](=O)([O-])C=1C=C(C=CC1)CCOCC(=O)O 2-(3-Nitrophenylethoxy)acetic acid